C(#N)C1=CC=C(C=C1)NC=1N=C(C2=C(N1)CCN(C2)C([C@H](CCCCN)N)=O)OC2=C(C=C(C#N)C=C2C)C (S)-4-((2-((4-cyanophenyl)amino)-6-(2,6-diaminohexanoyl)-5,6,7,8-tetrahydropyrido[4,3-d]pyrimidin-4-yl)oxy)-3,5-dimethylbenzonitrile